(3R)-N-({3-[3,5-bis(trifluoromethyl)phenyl]phenyl}methyl)-3-hydroxycyclopentane-1-carboxamide FC(C=1C=C(C=C(C1)C(F)(F)F)C=1C=C(C=CC1)CNC(=O)C1C[C@@H](CC1)O)(F)F